(rac)-1-[1-(Pyridin-4-yl)ethyl]-1H-pyrazole-3-carbaldehyde N1=CC=C(C=C1)[C@@H](C)N1N=C(C=C1)C=O |r|